N-(3-(2'-fluoro-[1,1'-biphenyl]-4-yl)propyl)-5-methyl-1,3,4-oxadiazole-2-carboxamide FC1=C(C=CC=C1)C1=CC=C(C=C1)CCCNC(=O)C=1OC(=NN1)C